BrC1=C(C(=O)NC(=O)NC2=CC(=C(C=C2)Cl)Cl)C(=CC=C1)Br N-(2,6-dibromobenzoyl)-N'-(3,4-dichlorophenyl)urea